(1,3-dimethyl-2,6-dioxo-1,2,3,6-tetrahydro-7H-purin-7-yl)acetic acid CN1C(N(C=2N=CN(C2C1=O)CC(=O)O)C)=O